BrCC1=CC=C(C=C1)OC 1-(Bromomethyl)-4-methoxybenzene